C(C)(=O)N[C@@H](CSCCCO)C(=O)O N-acetyl-S-(3-hydroxypropyl)-L-cysteine